N1C=C(C=C1)C(=O)OC methyl 3-pyrrolecarboxylate